(E)-1-[2-Hydroxy-4-(methoxymethyl)phenyl]-3-(4-nitrosophenyl)prop-2-en-1-one OC1=C(C=CC(=C1)COC)C(\C=C\C1=CC=C(C=C1)N=O)=O